(4-(methylamino)phenyl)methanol CNC1=CC=C(C=C1)CO